ClC1=C2CC(N(CC2=CC=C1)CC=1N=CNC1)=O 5-chloro-2-(1H-imidazol-4-ylmethyl)-1,4-dihydroisoquinolin-3(2H)-one